ClC[Si](OC(C)(C)C)(C)C chloromethyl-(dimethyl)tert-butyl-oxysilane